(R)-2-amino-4-((chloromethoxy)carbonyloxy)-4-oxobutanoic acid N[C@@H](C(=O)O)CC(=O)OC(=O)OCCl